O=S1(CC(CC1)CNC(=O)C1C(C2=CC=3C(C(C(C3C=C2C1=O)=O)C(=O)NCC1CS(CC1)(=O)=O)=O)=O)=O N2,N6-bis[(1,1-dioxo-1λ6-thiolan-3-yl)methyl]-1,3,5,7-tetraoxo-1,2,3,5,6,7-hexahydro-s-indacene-2,6-dicarboxamide